O1CC(CCC1)C=1C=CC(=NC1)N 5-(Oxan-3-yl)pyridin-2-amine